glyceryl erucate C(CCCCCCCCCCC\C=C/CCCCCCCC)(=O)OCC(O)CO